1-(2-(3',6'-bis(diethylamino)-3-oxo-spiro[isoindoline-1,9'-xanthene]-2-yl)ethyl)thiourea C(C)N(C=1C=CC=2C3(C4=CC=C(C=C4OC2C1)N(CC)CC)N(C(C1=CC=CC=C13)=O)CCNC(=S)N)CC